7-cyclopentyl-5-fluoro-N-(1-(methylsulfonyl)piperidin-4-yl)pyrrolo[2,1-f][1,2,4]triazin-2-amine C1(CCCC1)C1=CC(=C2C=NC(=NN21)NC2CCN(CC2)S(=O)(=O)C)F